BrC1[N-]CCCCC1 bromoazepanid